ethyl 6-(2,4-dimethylthiazole-5-carbonyl)-2,6-diazaspiro[3.4]octane-8-carboxylate CC=1SC(=C(N1)C)C(=O)N1CC2(CNC2)C(C1)C(=O)OCC